hexa(tridecyl)-1,1,3-tris(2-methyl-4-hydroxy-5-tertiary butylphenyl)butane triphosphite P(O)(O)O.P(O)(O)O.P(O)(O)O.C(CCCCCCCCCCCC)C(C(C(C(C1=C(C=C(C(=C1)C(C)(C)C)O)C)(C1=C(C=C(C(=C1)C(C)(C)C)O)C)CCCCCCCCCCCCC)(CCCCCCCCCCCCC)CCCCCCCCCCCCC)(C1=C(C=C(C(=C1)C(C)(C)C)O)C)CCCCCCCCCCCCC)CCCCCCCCCCCCC